(R)-N-(1-acetyl-3-methylpiperidin-3-yl)-1-(3-(difluoromethoxy)phenyl)-3,3-dimethyl-2-oxoindoline-5-carboxamide C(C)(=O)N1C[C@](CCC1)(C)NC(=O)C=1C=C2C(C(N(C2=CC1)C1=CC(=CC=C1)OC(F)F)=O)(C)C